S1C(=CC=C1)C(\C=C\CCC)O (E)-1-thienyl-2-hexen-1-ol